C(C)N(CC)CC[Si](OCC)(OCC)C (diethylaminoethyl)methyldiethoxysilane